N-[4-[(6,7-dimethoxy-1,5-naphthyridin-4-yl)oxy]-3-fluorophenyl]-5-fluoro-1-(4-fluorophenyl)-4-methyl-2-oxopyridine-3-carboxamide COC=1N=C2C(=CC=NC2=CC1OC)OC1=C(C=C(C=C1)NC(=O)C=1C(N(C=C(C1C)F)C1=CC=C(C=C1)F)=O)F